COC(C(=O)NC=1C=C2C(=CN1)N(C=C2B2OC(C(O2)(C)C)(C)C)C)C 2-methoxy-N-(1-methyl-3-(4,4,5,5-tetramethyl-1,3,2-dioxaborolan-2-yl)-1H-pyrrolo[2,3-c]pyridin-5-yl)propionamide